ClC=1C=C2COCCC3=CC=CC=C3C=3C=CC(=C(NS(C(C1O)=C2)(=O)=O)C3)F 14-chloro-20-fluoro-17,17-dioxo-10-oxa-17λ6-thia-18-azatetracyclo[17.3.1.112,16.02,7]tetracosa-1(23),2,4,6,12,14,16(24),19,21-nonaen-15-ol